(R)-6-Chloro-5-fluoro-1'-(2-((S)-1-(4-fluorophenyl)propyl)-1H-imidazole-5-carbonyl)spiro[benzo[d][1,3]oxazine-4,3'-piperidin]-2(1H)-one ClC1=C(C2=C(NC(O[C@@]23CN(CCC3)C(=O)C3=CN=C(N3)[C@@H](CC)C3=CC=C(C=C3)F)=O)C=C1)F